spiro[pyrrolo[2,3-c]pyridine-3,4'-tetrahydropyran]-2-one O1CCC2(CC1)C(NC1=CN=CC=C12)=O